O1CCN(CC1)C1=CC=2N(C(=N1)OC1CCC(CC1)NC(=O)C1=NC=CC=N1)C=CN2 N-((1s,4s)-4-((7-morpholinoimidazo[1,2-c]pyrimidin-5-yl)oxy)cyclohexyl)pyrimidine-2-carboxamide